C(C)C(C(CC(=O)[O-])=O)CC.C(C)(C)(C)O[Ti+3].C(C)C(C(CC(=O)[O-])=O)CC.C(C)C(C(CC(=O)[O-])=O)CC tertiary butoxytitanium bisethyl-acetoacetate